COC(=O)/C(=C/C(=O)O)/CC(=O)O The molecule is the 2-(methoxycarbonyl) derivative of (Z)-glutaconic acid. It has a role as an Escherichia coli metabolite. It is a dicarboxylic acid and a methyl ester. It derives from a (Z)-glutaconic acid. It is a conjugate acid of a (2E)-3-(methoxycarbonyl)pent-2-enedioate(2-).